C(C1=CC=CC=C1)(=O)NC[C@@H]1[C@H]([C@@H]([C@@H](C(O1)OC1=CC=C(C(=O)OC)C=C1)O)O)O methyl 4-{[(3S,4S,5S,6R)-6-[(benzoylamino)methyl]-3,4,5-trihydroxy-3,4,5,6-tetrahydro-2H-pyran-2-yl]oxy}benzoate